2',3',5-Trichloro-[2,4'-bipyridine]-6-carboxylic acid ClC1=NC=CC(=C1Cl)C1=NC(=C(C=C1)Cl)C(=O)O